BrC1=CC(=CNC1=O)C(=O)N[C@H](C)C1=C(C(=CC=C1)C(F)(F)F)F (R)-5-bromo-N-(1-(2-fluoro-3-(trifluoromethyl)phenyl)ethyl)-6-oxo-1,6-dihydropyridine-3-carboxamide